(S)-7-(4-fluorophenyl)-2-oxo-1,4-dihydro-2H-spiro[pyrido[2,3-b]pyrazine-3,3'-pyrrolidine]-1'-carbonitrile FC1=CC=C(C=C1)C1=CC2=C(N[C@@]3(CN(CC3)C#N)C(N2)=O)N=C1